C(CCCCCCCCCCCCCCC)(=O)N[C@@H](CCCCN)C(=O)O palmitoyl-lysine